Cl.CNCCNC (methyl)[2-(methylamino)ethyl]Amine hydrochloride salt